9-Anthracenylmethyl acrylate C(C=C)(=O)OCC=1C2=CC=CC=C2C=C2C=CC=CC12